S(=O)(=O)(OCCCCCCCC)[O-] octyl sulfate